ClC1=CC2=C(C=C3N2C(=NN(C3=O)CC(=O)N[C@H]3CN(CCC3)C3CC3)C(C)C)S1 (R)-2-(2-Chloro-5-isopropyl-8-oxothieno[2',3':4,5]pyrrolo[1,2-d][1,2,4]triazin-7(8H)-yl)-N-(1-cyclopropylpiperidin-3-yl)acetamid